COC(C1=CC(=CC(=C1)C(F)(F)F)/C(/N)=N/O)=O.CC1=CC=C(C=C2C(C3(CCC2C3(C)C)C)=O)C=C1 3-(4-methylbenzylidene)camphor methyl-(Z)-3-(N'-hydroxycarbamimidoyl)-5-(trifluoromethyl)benzoate